C(C1=CC=CC=C1)=O (Z)-benzaldehyde